C(C1=CC=CC=C1)OCCN1C(=NC(=C1)C(F)(F)F)C1=CC=C(CN2C3=NC(=NC=C3NC2=O)C2=C(C=CC=C2)C(C)C)C=C1 9-(4-(1-(2-(benzyloxy)ethyl)-4-(trifluoromethyl)-1H-imidazol-2-yl)benzyl)-2-(2-isopropylphenyl)-7,9-dihydro-8H-purin-8-one